FC1=CC=C2C(C(N(C2=C1CNCCC1CN(C(O1)=O)C=1C=CC=2OCC(NC2N1)=O)C)=O)(C)C 6-(5-(2-(((6-Fluoro-1,3,3-trimethyl-2-oxoindolin-7-yl)methyl)amino)ethyl)-2-oxooxazolidin-3-yl)-2H-pyrido[3,2-b][1,4]oxazin-3(4H)-on